(E)-3-(2-(4-chlorophenyl)prop-1-en-1-yl)isonicotinic acid ClC1=CC=C(C=C1)/C(=C/C1=C(C(=O)O)C=CN=C1)/C